ClC1=C(C(=NN1C1CCCCCC1)COC)C=O 5-CHLORO-1-CYCLOHEPTYL-3-(METHOXYMETHYL)-1H-PYRAZOLE-4-CARBALDEHYDE